1-(3-(2-(4-(1-carboxycyclopropyl)butyl)phenyl)propyl)cyclopropane-1-carboxylic acid C(=O)(O)C1(CC1)CCCCC1=C(C=CC=C1)CCCC1(CC1)C(=O)O